C1(=CC=CC=C1)CCO 2-phenylethan-1-ol